C(#N)C1=CC=C(C=C1)C(C)(C1=CC=CC=C1)C1=CC=C(C=C1)C#N 1,1-bis(4-cyanophenyl)-1-phenylethane